COC=1C=C2C(=C(C(N(C2=CC1)C)=O)C#N)N1CCC(CC1)C=1OC2=C(N1)C=CC(=C2)C 6-Methoxy-1-methyl-4-[4-(6-methyl-1,3-benzoxazol-2-yl)piperidin-1-yl]-2-oxo-1,2-dihydro-quinoline-3-carbonitrile